2-[2-ethyl-5,8-dioxo-6-(piperidin-4-yl)-5,6,7,8-tetrahydro-4H-pyrazolo[1,5-a]pyrrolo[3,4-d]pyrimidin-4-yl]-N-(5-fluoropyridin-2-yl)acetamide hydrochloride Cl.C(C)C1=NN2C(N(C3=C(C2=O)CN(C3=O)C3CCNCC3)CC(=O)NC3=NC=C(C=C3)F)=C1